ClC1=C(C=CC(=C1)OCCN1CCN(CC1)C)C=1N(C2=NC=NC(=C2N1)OC1(CC1)C)CC=1C=NC=CC1 8-(2-chloro-4-(2-(4-methylpiperazin-1-yl)ethoxy)phenyl)-6-(1-methyl-cyclopropoxy)-9-(pyridin-3-ylmethyl)-9H-purine